CN(C1=CC=C(C=N1)C=1N=C2SCC(CN2C(C1C#N)=O)C)C 8-[6-(dimethylamino)pyridin-3-yl]-3-methyl-6-oxo-2H,3H,4H,6H-pyrimido[2,1-b][1,3]thiazine-7-carbonitrile